(Z)-2-tetradecenal C(\C=C/CCCCCCCCCCC)=O